ClC1=CC=C2C(=N1)C(=CN2)CC(C(=O)OCC)C ethyl 3-(5-chloro-1H-pyrrolo[3,2-b]pyridin-3-yl)-2-methylpropanoate